N-(2-(4,4-Difluoropiperidin-1-yl)-6-methylpyrimidin-4-yl)-4-(propan-2-ylsulfonimidoyl)-2-(6-azaspiro[2.5]octan-6-yl)benzamide FC1(CCN(CC1)C1=NC(=CC(=N1)NC(C1=C(C=C(C=C1)S(=O)(=N)C(C)C)N1CCC2(CC2)CC1)=O)C)F